tert-butyl 4-[3-[(5-bromoimidazo[1,2-a]pyrazin-8-yl)amino]pyrazol-1-yl]piperidine-1-carboxylate BrC1=CN=C(C=2N1C=CN2)NC2=NN(C=C2)C2CCN(CC2)C(=O)OC(C)(C)C